2-(2-cyclopropyl-4-(1,3-dihydroisobenzofuran-5-yl)-1H-imidazol-5-yl)pyridine C1(CC1)C=1NC(=C(N1)C=1C=C2COCC2=CC1)C1=NC=CC=C1